C(C)(C)(C)OC(=O)[C@@]1(CNCCOC1)N (S)-6-amino-1,4-oxazepan-6-carboxylic acid tert-butyl ester